(Z)-N-(3-(4-(4-((2,6-dioxopiperidin-3-yl)oxy)phenyl)piperazin-1-yl)propyl)-6-(5-Fluoro-2-oxoindoline-3-ylidene)-2-methyl-1,4,5,6-tetrahydrocyclopenta[b]pyrrole-3-carboxamide O=C1NC(CCC1OC1=CC=C(C=C1)N1CCN(CC1)CCCNC(=O)C=1C2=C(NC1C)\C(\CC2)=C\2/C(NC1=CC=C(C=C21)F)=O)=O